2-[2-amino-9-[(4-amino-2-fluoro-phenyl)methyl]purin-6-yl]pyridine-4-carbonitrile NC1=NC(=C2N=CN(C2=N1)CC1=C(C=C(C=C1)N)F)C1=NC=CC(=C1)C#N